CN1N=C(C=C1C)CN1C[C@@H]2[C@H](C1)CC(C2)NC=2N=NC(=CC2)S(=O)(=O)C2=CC=CC=C2 (3aR,5s,6aS)-2-((1,5-dimethyl-1H-pyrazol-3-yl)methyl)-N-(6-(phenylsulfonyl)pyridazin-3-yl)octahydrocyclopenta[c]pyrrol-5-amine